N-(5-(((2S,4R)-4-([1,2,4]triazolo[4,3-a]pyridin-7-yloxy)-2-methylpyrrolidin-1-yl)methyl)-4-fluorothiazol-2-yl)acetamide N=1N=CN2C1C=C(C=C2)O[C@@H]2C[C@@H](N(C2)CC2=C(N=C(S2)NC(C)=O)F)C